N1=C(C=C2N1C=CC=N2)C(=O)N pyrazolo[1,5-a]Pyrimidine-2-carboxamide